C(C)(=O)N[C@H]1C(O)O[C@@H]([C@@H]([C@@H]1O)O)CO 2-Acetamido-2-Deoxy-D-Galactopyranose